C(C1=CC=CC=C1)N([C@@H]1CC[C@H](CC1)O)CC1=CC=CC=C1 Trans-4-(dibenzylamino)cyclohexane-1-ol